6-phenyl-5,6,6a,7,8,9,10,10a-octahydro-7,10-methanophenanthridin-2-carboxamide C1(=CC=CC=C1)C1NC=2C=CC(=CC2C2C3CCC(C12)C3)C(=O)N